3-phenylpropyl 5-methylsulfonyl-4-oxo-1-[4-(trifluoromethoxy)phenyl]cinnoline-3-carboxylate CS(=O)(=O)C1=C2C(C(=NN(C2=CC=C1)C1=CC=C(C=C1)OC(F)(F)F)C(=O)OCCCC1=CC=CC=C1)=O